FC=1C=C(C=C(C1)F)C=1C=C2C(=NC1)NC(N2)=O 6-(3,5-difluorophenyl)-2-oxo-3H-imidazo[4,5-b]pyridin